(R)-4-bromoindenol BrC1=C2C=C[C@H](C2=CC=C1)O